C(C=C)(=O)N1C[C@@H](N(C[C@H]1C)C1=NC(N2C3=C(C(=C(C=C13)Cl)C1=C(C=C(C=C1)F)F)SC[C@@H]2COCCOC)=O)C (3S)-7-((2S,5R)-4-acryloyl-2,5-dimethylpiperazin-1-yl)-9-chloro-10-(2,4-difluorophenyl)-3-((2-methoxyethoxy)meth-yl)-2H-[1,4]thiazino[2,3,4-ij]quinazolin-5(3H)-one